C(C)(C)(C)OC(=O)NC=1C=C(C(=NC1)C1=CC=CC=C1)CC(=O)O 2-(5-((tert-butoxycarbonyl)amino)-2-phenylpyridin-3-yl)acetic acid